5-Bromo-2-tert-butyl-2H-pyrazolo[3,4-b]pyridine BrC1=CC=2C(N=C1)=NN(C2)C(C)(C)C